2-(4-chlorophenyl)-4(1H)-quinolone ClC1=CC=C(C=C1)C=1NC2=CC=CC=C2C(C1)=O